COC1=CC=2C(=C3C(=NC2C=C1OCCCO)CCC3)NC3CCN(CC3)C(C)C 3-[(7-methoxy-9-{[1-(propan-2-yl)piperidin-4-yl]amino}-1H,2H,3H-cyclopenta[b]quinolin-6-yl)oxy]propan-1-ol